(S)-6-(methoxymethyl)-8-methyl-2-(1-((2-(trimethylsilyl)ethoxy)methyl)-1H-pyrazol-4-yl)-4,5,7,8-tetrahydro-3-oxa-1-thia-5a,8-diazabenzo[cd]azulen-9(6H)-one COC[C@H]1N2C=3C(=C(SC3C(N(C1)C)=O)C=1C=NN(C1)COCC[Si](C)(C)C)OCC2